1-Cyclopropyl-3-(5-(4-oxo-3,4-dihydrophthalazin-1-yl)-1H-benzimidazol-2-yl)urea C1(CC1)NC(=O)NC1=NC2=C(N1)C=CC(=C2)C2=NNC(C1=CC=CC=C21)=O